5-(2-(2,4-difluoro-3-methoxyphenylamino)-5-methylpyrimidin-4-ylamino)-7-methylbenzo[d]oxazol-2(3H)-one FC1=C(C=CC(=C1OC)F)NC1=NC=C(C(=N1)NC=1C=C(C2=C(NC(O2)=O)C1)C)C